ClC=1C=CC(=C(C1)[C@H]1C[C@H](C1)NC(=O)C=1C=NN(C1)[C@@H](C)C=1C=NC(=C(C1F)C)N1C([C@@H]2C[C@@H]2C1)=O)C#N N-((cis)-3-(5-chloro-2-cyanophenyl)cyclobutyl)-1-((S)-1-(4-fluoro-5-methyl-6-((1R,5S)-2-oxo-3-azabicyclo[3.1.0]hexan-3-yl)pyridin-3-yl)ethyl)-1H-pyrazole-4-carboxamide